N1(CCNCC1)C(=O)OCN1[C@@H](COCC1)C ((R)-3-methylmorpholino-methyl) piperazine-1-carboxylate